FC(N1N=CC(=C1)C1=NC=CC(=C1)OC=1C=CC(=NC1)N)F 5-((2-(1-(difluoromethyl)-1H-pyrazol-4-yl)pyridin-4-yl)oxy)pyridin-2-amine